C1CCC2=C(C=3CCCC3C=C12)NC(=O)NS(=O)(=O)C=1OC=C(C1)C(C)(C)O N-((1,2,3,5,6,7-hexahydro-s-indacen-4-yl)carbamoyl)-4-(2-hydroxypropane-2-yl)furan-2-sulfonamide